2,3,6-trifluoro-4-[4-[4-methyl-2-(pyrimidin-2-yloxymethyl)thiazol-5-yl]Thiazol-2-yl]Phenol FC1=C(C(=CC(=C1F)C=1SC=C(N1)C1=C(N=C(S1)COC1=NC=CC=N1)C)F)O